O=C1NC(CCC1N1C(C2=CC=C(C=C2C1=O)CNC(N)=O)=O)=O 3-((2-(2,6-dioxopiperidin-3-yl)-1,3-dioxoisoindolin-5-yl)methyl)urea